2,4,6-triphenylthiopyridine C1(=CC=CC=C1)SC1=NC(=CC(=C1)SC1=CC=CC=C1)SC1=CC=CC=C1